C(CCCCCCCC)C1=C(C=CC=C1)P(O)(O)(C1=C(C=CC=C1)CCCCCCCCC)OC1=C(C=C(C=C1)C(C)(C)C1=CC(=C(C=C1)O)C(C)(C)C)C(C)(C)C 4,4'-isopropylidenebis(2-t-butylphenol) bis(nonylphenyl)phosphite